dodecanol aspartate N[C@@H](CC(=O)O)C(=O)O.C(CCCCCCCCCCC)O